(R)-1-(3-(3-(4-(2-chloro-3-methoxyphenoxy)phenyl)-1H-pyrazolo[4,3-c]pyridin-1-yl)pyrrolidin-1-yl)prop-2-en-1-one ClC1=C(OC2=CC=C(C=C2)C2=NN(C3=C2C=NC=C3)[C@H]3CN(CC3)C(C=C)=O)C=CC=C1OC